C(C1=CC=CC=C1)OC1=C(C(=CC(=C1)O)O)C(=O)N1CC2=CC=CC(=C2C1)N[C@H]1COCC1 (R)-(2-(Benzyloxy)-4,6-dihydroxyphenyl)(4-((tetrahydrofuran-3-yl)amino)isoindolin-2-yl)methanone